Cl.CN(C(=N)N)C 1,1-dimethylguanidine hydrochloride